(S)-2-((5-(3-((9-(ethanesulfonamido)-3-azaspiro[5.5]undec-3-yl)methyl)pyrrolidine-1-yl)-1,2,4-triazin-6-yl)oxy)-5-fluoro-N,N-diisopropylbenzamide C(C)S(=O)(=O)NC1CCC2(CCN(CC2)C[C@H]2CN(CC2)C=2N=CN=NC2OC2=C(C(=O)N(C(C)C)C(C)C)C=C(C=C2)F)CC1